oxygen titanium potassium carbon phosphate P(=O)([O-])([O-])[O-].[C+4].[K+].[Ti+4].[O+2]